2-(3-chloro-4-methoxyphenyl)-7-(piperazin-1-yl)-4H-pyrido[1,2-a]pyrimidin-4-one ClC=1C=C(C=CC1OC)C=1N=C2N(C(C1)=O)C=C(C=C2)N2CCNCC2